COC=1C(=NC(=NC1)NC=1C=C(C=CC1)S(=O)(=O)N)C1C[C@H]2CC[C@@H](C1)N2C2=CC=CC=C2 3-((5-methoxy-4-((1R,5S)-8-phenyl-8-azabicyclo[3.2.1]octan-3-yl)pyrimidin-2-yl)amino)benzenesulfonamide